tert-butyl 3-ethyl 4-hydroxy-1,2-diazinane-1,2,3-tricarboxylate OC1C(N(N(CC1)C(=O)OC(C)(C)C)C(=O)[O-])C(=O)OCC